cyclohexane-1-On C1(CCCCC1)=O